C(C)(C)(C)C1=NC(=NC=C1)C=1NC2=CC=C(C=C2C1)SC(C(=O)O)(C)C 2-((2-(4-(tert-Butyl)pyrimidin-2-yl)-1H-indol-5-yl)thio)-2-methylpropanoic acid